5-chloro-2-fluoro-4-((2-(pyrrolidin-3-yl)ethyl)amino)-N-(thiazol-2-yl)benzenesulfonamide ClC=1C(=CC(=C(C1)S(=O)(=O)NC=1SC=CN1)F)NCCC1CNCC1